N(=C=O)CCCCN=C=O 1,4-di-isocyanatobutane